COC1=NN=C(C2=CC(=CC=C12)N1CCN(CC1)C(=O)OC(C)(C)C)N[C@H](C)C1=C(C(=CC=C1)C(F)(F)F)C tert-butyl (R)-4-(1-methoxy-4-((1-(2-methyl-3-(trifluoromethyl)phenyl)ethyl)amino)phthalazin-6-yl)piperazine-1-carboxylate